acrylate (2,2,6,6-tetramethyl-1-(phenylthio)-4-piperidyl methacrylate) CC1(N(C(CC(C1)C=C(C(=O)O)C)(C)C)SC1=CC=CC=C1)C.C(C=C)(=O)O